2-(4-(4-(Methylsulfonyl)piperazine-1-carbonyl)phenyl)-5-phenyl-4-(2-phenylhydrazino)-2,4-dihydro-3H-pyrazol-3-one CS(=O)(=O)N1CCN(CC1)C(=O)C1=CC=C(C=C1)N1N=C(C(C1=O)NNC1=CC=CC=C1)C1=CC=CC=C1